(3-chloro-4-(trifluoromethyl)phenyl)(4-(5-(3-hydroxypropylamino)isoxazol-3-yl)piperidin-1-yl)methanone ClC=1C=C(C=CC1C(F)(F)F)C(=O)N1CCC(CC1)C1=NOC(=C1)NCCCO